C(#N)C=1C(=NC=CC1OC1=CC=C(C=C1)OC(F)(F)F)N1CCC(CC1)NC(=S)NC=1C=NC=CC1 1-(1-(3-Cyano-4-(4-(trifluoromethoxy)phenoxy)pyridin-2-yl)piperidin-4-yl)-3-(pyridin-3-yl)thiourea